butyl N-[2-[N-propanoyl-4-[4-(3-pyridylmethylcarbamoyl)phenyl]anilino]ethyl]carbamate C(CC)(=O)N(C1=CC=C(C=C1)C1=CC=C(C=C1)C(NCC=1C=NC=CC1)=O)CCNC(OCCCC)=O